N-[(2S)-1-({(1S)-1-cyano-2-[(3S)-2-oxopyrrolidin-3-yl]ethyl}amino)-4,4-dimethyl-1-oxopentan-2-yl]-3,5-dimethyl-1H-indole-2-carboxamide C(#N)[C@H](C[C@H]1C(NCC1)=O)NC([C@H](CC(C)(C)C)NC(=O)C=1NC2=CC=C(C=C2C1C)C)=O